C(CCCCCCC)NC[C@@]12[C@H](CC[C@H]1[C@@H]1CC=C3C[C@H](CC[C@]3(C)[C@H]1CC2)O)C(C)(C)O alpha-n-octylamino-17beta-(1-hydroxy-1-methyl-ethyl)androsta-5-en-3beta-ol